4-(8-((1-(4-(difluoromethyl)phenyl)-4-methyl-1H-1,2,3-triazol-5-yl)methoxy)pyrido[2,3-d]pyridazin-5-yl)piperazin-2-one FC(C1=CC=C(C=C1)N1N=NC(=C1COC=1N=NC(=C2C1N=CC=C2)N2CC(NCC2)=O)C)F